NCCOCC(=O)NCCOCCC(=O)OC(C)(C)C tert-butyl 3-(2-(2-(2-aminoethoxy)acetamido)ethoxy)propanoate